NC(CN[C@@H](CN[C@@H](C(=O)N[C@@H](C(N1CCC2(CC(NC2)=O)CC1)=O)CCCCNC(C)=O)CC(C)C)CC1=CC=CC=C1)CC1=CC=CC=C1 (2R)-2-[(2R)-2-(2-amino-3-phenylpropylamino)-3-phenylpropylamino]-N-[(2R)-6-acetamido-1-oxo-1-{3-oxo-2,8-diazaspiro[4.5]dec-8-yl}hexan-2-yl]-4-methylpentaneamide